C12CCCC(CCC1)N2CCN 2-(9-azabicyclo[3.3.1]non-9-yl)ethan-1-amine